(S)-N-(1-(2-((2,3-dihydro-1H-inden-2-yl)amino)pyrimidin-5-yl)-1H-pyrazol-4-yl)-4,5,6,7-tetrahydro-1H-benzo[d][1,2,3]triazole-5-carboxamide C1C(CC2=CC=CC=C12)NC1=NC=C(C=N1)N1N=CC(=C1)NC(=O)[C@@H]1CC2=C(NN=N2)CC1